C1CN(CCC12CCNCC2)CCOC2=CC=C(C=C2)N2C(NC(CC2)=O)=O 1-(4-(2-(3,9-diazaspiro[5.5]undecan-3-yl)ethoxy)phenyl)dihydropyrimidine-2,4(1H,3H)-dione